2-(1-(4-(2,6-bis(benzyl)pyridin-3-yl)-3,5-difluorophenyl)piperidin-4-yl)ethan C(C1=CC=CC=C1)C1=NC(=CC=C1C1=C(C=C(C=C1F)N1CCC(CC1)CC)F)CC1=CC=CC=C1